1-(4-(2-(4-fluorophenyl)propan-2-yl)thiazol-2-yl)-3-((2-(piperazin-1-yl)pyrimidin-5-yl)methyl)urea FC1=CC=C(C=C1)C(C)(C)C=1N=C(SC1)NC(=O)NCC=1C=NC(=NC1)N1CCNCC1